C(C)NC(=O)N1CC2(CC2)C(C1CC=1C(=C(C=CC1)C1=CC=CC=C1)F)NS(=O)(=O)CF N-ethyl-6-((2-fluoro-[1,1'-biphenyl]-3-yl)methyl)-7-((fluoromethyl)sulfonamido)-5-azaspiro[2.4]heptane-5-carboxamide